(2-(2-phenylacetamido)ethyl)acetamide C1(=CC=CC=C1)CC(=O)NCCCC(=O)N